O1CC(CCC1)C=1C=C(N(N1)C1=CC=CC=C1)NC(=O)NC1=CC=C(C2=CC=CC=C12)OCCN1CCOCC1 1-[5-(Tetrahydropyran-3-yl)-2-phenyl-2H-pyrazol-3-yl]-3-[4-(2-morpholin-4-yl-ethoxy)naphthalen-1-yl]-urea